m-toluenesulfonic acid ethyl ester C(C)OS(=O)(=O)C=1C=C(C)C=CC1